CC(=O)N[C@@H]1[C@H](C[C@@](O[C@H]1[C@@H]([C@@H](CO)O)O)(C(=O)O)O[C@H]2[C@H]([C@H](O[C@H]([C@@H]2O)O[C@@H]3[C@H]([C@H](O[C@@H]([C@@H]3O)CO)O)NC(=O)C)CO)O)O The molecule is alpha-Neup5Ac-(2->3)-beta-D-Galp-(1->3)-D-GalpNAc in which the configuration at the GalNAc anomeric carbon is alpha. It has a role as an epitope.